NC1=NC=C(C=C1C(=O)N[C@@H]1[C@H](CCC1)OCC1=CC=C(C=C1)C1=CC=2CCC[C@@H](C2C=C1)N1CCNCC1)C=1C=NN(C1)C 2-amino-5-(1-methyl-1H-pyrazol-4-yl)-N-[(1S,2S)-2-({4-[(5S)-5-(piperazin-1-yl)-5,6,7,8-tetrahydronaphthalen-2-yl]phenyl}methoxy)cyclopentyl]pyridine-3-carboxamide